ClC=1C(=NC(=C(C1)F)C=1C(=CC2=C(N=CS2)C1)F)C(=O)OC Methyl 3-chloro-5-fluoro-6-(6-fluorobenzo[d]thiazol-5-yl)picolinate